3-(tributylsilyl)bromobenzene C(CCC)[Si](C=1C=C(C=CC1)Br)(CCCC)CCCC